C1=CC(=CC=C1C[C@@H](C(=O)[O-])NC(=O)CC[C@@H](C(=O)[O-])[NH3+])O The molecule is a peptide anion obtained by deprotonation of both carboxy groups and protonation of the glutamyl amino group of gamma-Glu-Tyr. Major species at pH 7.3. It has a role as a human metabolite. It is a conjugate base of a gamma-Glu-Tyr.